(R)-1-(4-((7-methoxy-4-((4-((2-(3-methoxypiperidin-1-yl)pyridin-4-yl)oxy)phenyl)amino)quinazolin-6-yl)amino)piperidin-1-yl)prop-2-en-1-one COC1=C(C=C2C(=NC=NC2=C1)NC1=CC=C(C=C1)OC1=CC(=NC=C1)N1C[C@@H](CCC1)OC)NC1CCN(CC1)C(C=C)=O